bis(10-hydroxybenzo[h]-quinoline) beryllium (II) [Be+2].OC1=CC=CC2=CC=C3C=CC=NC3=C21.OC2=CC=CC1=CC=C3C=CC=NC3=C12